(R)-5-Cyano-N-methyl-N-(2,2,2-trifluoro-1-(4-fluorophenyl)ethyl)pyridine-3-sulfonamide C(#N)C=1C=C(C=NC1)S(=O)(=O)N([C@@H](C(F)(F)F)C1=CC=C(C=C1)F)C